C(CCC)C=1C=C(C(=C(C1)O)[C@H]1[C@@H](CCC(=C1)C)C(=C)C)O (1'R,2'R)-4-Butyl-5'-methyl-2'-(prop-1-en-2-yl)-1',2',3',4'-tetra-hydro-[1,1'-biphenyl]-2,6-diol